(S)-8-chloro-6-(((1-(1-cyanocyclobutyl)-1H-1,2,3-triazol-4-yl)(6-fluoro-2-methylpyridin-3-yl)methyl)amino)-4-(neopentylamino)quinoline-3-carbonitrile ClC=1C=C(C=C2C(=C(C=NC12)C#N)NCC(C)(C)C)N[C@@H](C=1C(=NC(=CC1)F)C)C=1N=NN(C1)C1(CCC1)C#N